The molecule is a hydrochloride obtained by combining amiloride with one molar equivalent of hydrochloric acid. It has a role as a diuretic and a sodium channel blocker. It contains an amiloride(1+). C1(=C(N=C(C(=N1)Cl)N)N)C(=O)N=C(N)N.Cl